5-(pyridin-3-yl)-1,3,4-thiadiazole-2-thiol N1=CC(=CC=C1)C1=NN=C(S1)S